N1-(4-(Dimethylamino)benzyl)-1,2-propandiamin CN(C1=CC=C(CNCC(C)N)C=C1)C